C(CCCCCCCCCCC)NC(=O)C=1OC(=CC1)C(=O)NCCCCCCCCCCCC N2,N5-didodecylfuran-2,5-dicarboxamide